N-(1-(4-cyanobenzyl)-1H-indazol-3-yl)-2-methylfuran-3-carboxamide C(#N)C1=CC=C(CN2N=C(C3=CC=CC=C23)NC(=O)C2=C(OC=C2)C)C=C1